O1C(=NN=C1)C1CN(C1)C=1C=CC(=C2C=CN=CC12)C(C)C 8-(3-(1,3,4-oxadiazol-2-yl)azetidin-1-yl)-5-isopropylisoquinolin